CC(C(=O)OC(CCCCCCC=O)CC)CC 8-(2-methylbutanoyloxy)decanal